CN1CCN(CC1)C1=NC(=CC(=N1)NC(=O)C1=CC=CC2=CC=CC=C12)N1CCN(CC1)C(C=C)=O N-[2-(4-methylpiperazin-1-yl)-6-(4-prop-2-enoylpiperazin-1-yl)pyrimidin-4-yl]naphthalene-1-carboxamide